(3,3-dimethylpiperazin-1-yl)pyrido[3,2-d]pyrimidin-4-amine hydrochloride Cl.CC1(CN(CCN1)C=1N=C(C2=C(N1)C=CC=N2)N)C